4-(1-acryloyl-1,2,5,6-tetrahydropyridin-3-yl)-3-cyano-5,6-difluoro-2-methyl-1H-indole C(C=C)(=O)N1CC(=CCC1)C1=C2C(=C(NC2=CC(=C1F)F)C)C#N